C(C)(C)(C)N(C(O)=O)C1=NC(=C(C=C1)F)C(C)=O.C(C)(=O)N1CCC(=CC1)C1=CC2=C(N=C(S2)NC(=O)[C@@H]2CNCC2)C=C1 (S)-N-(6-(1-acetyl-1,2,3,6-tetrahydropyridin-4-yl)benzo[d]thiazol-2-yl)pyrrolidine-3-carboxamide Tert-butyl-(6-acetyl-5-fluoropyridin-2-yl)carbamate